5-[2-(difluoromethyl)-4-[[(2R)-1-methylazetidin-2-yl]methoxy]pyrazol-3-yl]-N-(6-methoxy-5-methyl-pyridazin-3-yl)pyrazolo[1,5-a]pyridin-2-amine FC(N1N=CC(=C1C1=CC=2N(C=C1)N=C(C2)NC=2N=NC(=C(C2)C)OC)OC[C@@H]2N(CC2)C)F